cyclopentadienyltrimethylplatinum (IV) C1(C=CC=C1)[Pt](C)(C)C